ClC=1C=CC(=C2C=CC=NC12)N1C[C@H]2N(CC3=CC(=CC=C23)N[C@H]2CNC[C@H]2F)[C@@H](C1)C (4R,10bS)-2-(8-chloro-5-quinolyl)-N-[(3S,4R)-4-fluoropyrrolidin-3-yl]-4-methyl-3,4,6,10b-tetrahydro-1H-pyrazino[2,1-a]isoindol-8-amine